COC(C1=C(N=C(C=C1)F)CBr)=O (bromomethyl)-6-fluoronicotinic acid methyl ester